OCC1CCC(CC1)C(=O)N(C)OC (1r,4r)-4-(hydroxymethyl)-N-methoxy-N-methylcyclohexane-1-carboxamide